benzyl (R)-2-((8-methylisoquinolin-1-yl)(piperidin-3-yl)carbamoyl)-2,9-diazaspiro[5.5]undecane-9-carboxylate CC=1C=CC=C2C=CN=C(C12)N(C(=O)N1CC2(CCC1)CCN(CC2)C(=O)OCC2=CC=CC=C2)[C@H]2CNCCC2